(Z)-18-((tetrahydro-2H-pyran-2-yl)oxy)octadec-9-enoic acid O1C(CCCC1)OCCCCCCCC\C=C/CCCCCCCC(=O)O